5-(2-fluoro-4-phenoxyphenyl)-7-((3R,6S)-6-(methoxymethyl)tetrahydro-2H-pyran-3-yl)imidazo[5,1-f][1,2,4]triazin-4-amine FC1=C(C=CC(=C1)OC1=CC=CC=C1)C=1N=C(N2N=CN=C(C21)N)[C@@H]2CO[C@@H](CC2)COC